FC1(CCN(CCC1)C1=C(C#N)C=C(C=N1)O)F 2-(4,4-Difluoroazepan-1-yl)-5-hydroxynicotinonitrile